C(C)(C)(C)OC(=O)N1CC(CC(C1)COC=1C(=NC=CC1)C(F)(F)F)OC(F)F 3-(difluoromethoxy)-5-(((2-(trifluoromethyl)pyridin-3-yl)oxy)methyl)piperidine-1-carboxylic acid tert-butyl ester